furo-cyclohexanone oxime O1C=CC2=C1CCCC2=NO